C(C1=CC=CC=C1)C1=C(SC=2N3C(COCC21)=NN=C3C)C3CC3 3-benzyl-2-cyclopropyl-9-methyl-4H,6H-thieno[2,3-e][1,2,4]triazolo[3,4-c][1,4]oxazepine